ClC1=CC(=NC(=C1O)Cl)C(=O)NC1=C2C(N(C(N(C2=C(C=C1)F)C)=O)CC1=C(C=CC=C1)C(F)(F)F)=O 4,6-dichloro-N-(8-fluoro-1-methyl-2,4-dioxo-3-(2-(trifluoromethyl)benzyl)-1,2,3,4-tetrahydroquinazolin-5-yl)-5-hydroxypyridinecarboxamide